COC1=C(C(=CC=C1)OC)N1C(=CC=2C1=NC(=CN2)NS(=O)(=O)C)C2=NC(=CC=C2)OCC N-(5-(2,6-Dimethoxyphenyl)-6-(6-ethoxypyridin-2-yl)-5H-pyrrolo[2,3-b]pyrazin-3-yl)methanesulfonamide